C(C=1C(C(=O)N)=CC=CC1)(=O)[O-] Phthalamate